ClC=1C=CC2=C(NC(OC2=O)=O)C1 7-chloro-1H-benzo[d][1,3]oxazine-2,4-dione